P(=O)OC=1C=C2C(=CNC2=CC1)CCN 2-(5-Phosphorosooxy-1H-indol-3-yl)ethanamine